ClCC=1N(C2=C(C=C(C=C2C1)F)CCC(F)(F)F)C(=O)OC(C)(C)C tert-butyl 2-(chloromethyl)-5-fluoro-7-(3,3,3-trifluoropropyl)indole-1-carboxylate